methyl N-[[5-[1-[2,6-difluoro-4-(hydroxymethyl)phenyl]-1H-pyrazol-3-yl]-2-methylphenyl]methyl]carbamate FC1=C(C(=CC(=C1)CO)F)N1N=C(C=C1)C=1C=CC(=C(C1)CNC(OC)=O)C